Tetrahydrobenzo[b][1,4]oxazepin O1C2=C(NCCC1)C=CC=C2